N,N-diethyl-3-((4-fluorophenyl)thio)-5-iodoaniline C(C)N(C1=CC(=CC(=C1)I)SC1=CC=C(C=C1)F)CC